FC1=C(C=CC=C1)CC(=O)NC(C(=O)O)CCN(CCCCC1=NC=2NCCCC2C=C1)CCN1C(C=CC=C1)=O 2-[[2-(2-fluorophenyl)acetyl]amino]-4-[2-(2-oxo-1-pyridyl)ethyl-[4-(5,6,7,8-tetrahydro-1,8-naphthyridin-2-yl)butyl]amino]butanoic acid